1-((2R,4aS,4bR,6aS,7S,7aS,8aR,8bR,8cR,10aR)-2-hydroxy-2,6a-dimethyloctadecahydrocyclopenta[4,5]cyclopenta[1,2-a]phenanthren-7-yl)-2-(pyridazin-4-yloxy)ethan-1-one O[C@@]1(CC[C@@H]2[C@H]3CC[C@]4(C(C3CCC2C1)[C@H]1[C@@H]([C@@H]4C(COC4=CN=NC=C4)=O)CCC1)C)C